Cl.O=C1N(CCC(N1)=O)C1=C2C=CN(C2=CC(=C1)C(=O)N1CCC2(CCN(CC2)C(=O)OC(C)(C)C)CC1)C(C)C tert-Butyl 9-(4-(2,4-dioxotetrahydropyrimidin-1(2H)-yl)-1-isopropyl-1H-indole-6-carbonyl)-3,9-diazaspiro[5.5]undecane-3-carboxylate hydrochloride